2-[2-[[7-(5-methyl-1,2,4-oxadiazol-3-yl)-1-isoquinolyl]amino]ethyl]-6-nitro-isoindolin-1-one CC1=NC(=NO1)C1=CC=C2C=CN=C(C2=C1)NCCN1C(C2=CC(=CC=C2C1)[N+](=O)[O-])=O